FC(C1=CN=C(N=N1)N[C@@H]1C[C@H](CC1)N)(F)F (1S,3S)-N1-(6-(trifluoromethyl)-1,2,4-triazine-3-yl)cyclopentane-1,3-diamine